2-(3-(6-(3-methoxypropoxy)pyridazin-3-yl)phenyl)-2-methylPropionic acid COCCCOC1=CC=C(N=N1)C=1C=C(C=CC1)C(C(=O)O)(C)C